4-chloro-2-(difluoromethoxy)-1-nitro-benzene ClC1=CC(=C(C=C1)[N+](=O)[O-])OC(F)F